dimethylethylethyleneglycol CC(C(CC)O)(C)O